1-{1-[(2-chlorophenyl)methyl]cyclobutyl}methanamine ClC1=C(C=CC=C1)CC1(CCC1)CN